BrC=1C2(C3=CC(=CC=C3C1)OC)CCC(CC2)=O 2'-bromo-6'-methoxyspiro[cyclohexane-1,1'-indene]-4-one